12-[[(1S)-1-[(2S,4R)-4-hydroxy-2-[[(1S)-1-[4-(4-methylthiazol-5-yl)phenyl]ethyl]carbamoyl]pyrrolidine-1-carbonyl]-2,2-dimethyl-propyl]amino]-12-oxo-dodecanoic acid O[C@@H]1C[C@H](N(C1)C(=O)[C@H](C(C)(C)C)NC(CCCCCCCCCCC(=O)O)=O)C(N[C@@H](C)C1=CC=C(C=C1)C1=C(N=CS1)C)=O